(diphenyltriazinyl)(biphenylyl)indoloCarbazole C1(=CC=CC=C1)C1=C(C(=NN=N1)C=1C(=C2C(=CC1)N=C1C=CC3=C4C=CC=CC4=NC3=C12)C1=C(C=CC=C1)C1=CC=CC=C1)C1=CC=CC=C1